NC12CC3(CC(CC(C1)C3)C2)N 1,3-diaminoadamantane